[Yb].FC(S(=O)(=O)O)(F)F trifluoromethanesulfonic acid ytterbium